9,9-bis[4-(glycidyloxy)phenyl]Fluorene C(C1CO1)OC1=CC=C(C=C1)C1(C2=CC=CC=C2C=2C=CC=CC12)C1=CC=C(C=C1)OCC1CO1